C(C)(C)(C)OC(=O)N[C@H](CCC=1C=C(C=CC1)CCCCCC(=O)O)CCC(N)=O 6-[3-[(3R)-3-[(tert-butoxycarbonyl)-amino]-5-carbamoylpentyl]phenyl]hexanoic acid